2-Amino-N-(1-methyl-1H-pyrazol-4-yl)nicotinamide NC1=C(C(=O)NC=2C=NN(C2)C)C=CC=N1